C(N)(=O)OCC(COC(N)=O)C 2-methyl-1,3-propylene glycol dicarbamate